FC=1C=C(C=CC1OC(F)(F)F)C1=CC(=CC=C1)OC1=C(N=NN1)C(=O)O 5-((3'-fluoro-4'-(trifluoromethoxy)-[1,1'-biphenyl]-3-yl)oxy)-1H-1,2,3-triazole-4-carboxylic acid